3-bromo-2-methoxy-6-methylbenzaldehyde BrC=1C(=C(C=O)C(=CC1)C)OC